3-(4,4,5,5-tetramethyl-1,3,2-dioxaborolan-2-yl)-1-(triisopropylsilyl)-1H-indole-4-carbonitrile CC1(OB(OC1(C)C)C1=CN(C=2C=CC=C(C12)C#N)[Si](C(C)C)(C(C)C)C(C)C)C